NC1CCC(CC1)S(=O)(=O)NNC(C1=CC=C(C=C1)O)=O 4-amino-N'-(4-hydroxybenzoyl)cyclohexane-1-sulfonohydrazide